ClC=1C=C2C3=C(NC2=C(C1)C1=CC(=NC=C1)N1CCNCC1)C(=NC=C3)C 6-Chloro-1-methyl-8-(2-piperazin-1-yl-pyridin-4-yl)-9H-pyrido[3,4-b]indole